1,1,1,2-tetrafluoro-ethane FC(CF)(F)F